FC=1C(=NC=CC1C=1NC2=CC=C(C=C2C1C(C)C)C1CCN(CC1)C1COC1)C 2-(3-fluoro-2-methylpyridin-4-yl)-3-isopropyl-5-(1-(oxetan-3-yl)piperidin-4-yl)-1H-indole